ClC1=CC=C(COCCC2=CC(NC=3N2C(=NN3)SCC3=C(C=CC(=C3)F)F)=O)C=C1 5-{2-[(4-chlorobenzyl)oxy]ethyl}-3-[(2,5-difluorobenzyl)sulfanyl][1,2,4]triazolo[4,3-a]pyrimidin-7(8H)-one